CC=1N=C(SC1C)N1N([NH2+]C(=N1)C1=CC(=CC=C1)OCC(=O)O)C1=CC=C(C=C1)S(=O)(=O)O (3-(4,5-dimethylthiazol-2-yl)-5-(3-carboxymethoxyphenyl)-2-(4-sulfophenyl)-2H-tetrazolium)